FC1=C(C(=O)OC(C)(C)C)C=C(C=C1F)F tert-butyl 2,3,5-trifluorobenzoate